[Au].[La].[Cu] copper-lanthanum-gold